6-methoxy-N'-{4-(1-methylindol-3-yl)pyrimidin-2-yl}benzene-1,3-diamine COC1=CC=C(C=C1N)NC1=NC=CC(=N1)C1=CN(C2=CC=CC=C12)C